1-bromo-3,5-dodecadiene BrCCC=CC=CCCCCCC